2-[4-[3-(2,4-dimethylphenyl)sulfonyl-5-oxo-4H-triazolo[1,5-a]quinazolin-8-yl]piperazin-1-yl]acetic acid CC1=C(C=CC(=C1)C)S(=O)(=O)C=1N=NN2C1NC(C1=CC=C(C=C21)N2CCN(CC2)CC(=O)O)=O